(1R,4R)-5-(chloroformyl)-2,5-diazabicyclo[2.2.1]heptane-2-carboxylic acid tert-butyl ester C(C)(C)(C)OC(=O)N1[C@H]2CN([C@@H](C1)C2)C(=O)Cl